C(C)(=O)N[C@H]1[C@H](O)O[C@@H]([C@@H]([C@@H]1O)O)CO N-acetyl-β-galactosamine